N-(1H-1,3-benzodiazol-5-ylmethyl)-3-(3,4-dimethoxyphenyl)pyridin-4-amine N1C=NC2=C1C=CC(=C2)CNC2=C(C=NC=C2)C2=CC(=C(C=C2)OC)OC